ClC1=CC=C(C=C1)C1=NN=C(O1)[C@@H]1CC[C@H](CC1)C(=O)OC trans-methyl 4-(5-(4-chlorophenyl)-1,3,4-oxadiazol-2-yl)cyclohexanecarboxylate